[N+](=O)([O-])C1=C(C(C(=O)O)=CC(=C1)[N+](=O)[O-])O 3,5-dinitrosalicylic acid